2-(3-(3-(1-(2-chloro-5-fluorophenyl)cyclopropyl)-1,2,4-oxadiazol-5-yl)-5-(difluoromethyl)-1H-pyrazol-1-yl)-1-(piperazin-1-yl)ethan-1-one ClC1=C(C=C(C=C1)F)C1(CC1)C1=NOC(=N1)C1=NN(C(=C1)C(F)F)CC(=O)N1CCNCC1